di-(2-hexyl) phosphate P(=O)(OC(C)CCCC)(OC(C)CCCC)[O-]